N7-methyl-1H-imidazo[4,5-b]pyridine-2,7-diamine CNC1=C2C(=NC=C1)N=C(N2)N